3-[6-imino-3-phenyl-5-(4-methoxyphenyl)pyridazin-1-yl]propionic acid N=C1C(=CC(=NN1CCC(=O)O)C1=CC=CC=C1)C1=CC=C(C=C1)OC